(S)-4-(cyclopropylethynyl)-4-(trifluoromethyl)-7-vinyl-3,4-dihydroquinazolin-2(1H)-one C1(CC1)C#C[C@@]1(NC(NC2=CC(=CC=C12)C=C)=O)C(F)(F)F